(R)-2-amino-5-methyl-4-hexenoic acid N[C@@H](C(=O)O)CC=C(C)C